C(C1=CC=CC=C1)OC1=CC=C2C(C(=C(OC2=C1)C1=CC(=C(C=C1)OCC1=CC=CC=C1)C(F)(F)F)O)=O 7-(benzyloxy)-2-(4-(benzyloxy)-3-(trifluoromethyl)phenyl)-3-hydroxy-4H-chromen-4-one